C(CCC)C1NS(C2=C(N(C1)C1=CC=C(C=C1)F)C=C(C(=C2)OC=CC(=O)O)SCC)(=O)=O 3-((3-butyl-7-(ethylthio)-5-(4-fluorophenyl)-1,1-dioxido-2,3,4,5-tetrahydro-1,2,5-benzothiadiazepin-8-yl)oxy)acrylic acid